(2S)-2-(3-amino-2-oxo-1-pyridyl)-N-[(1S)-1-cyano-2-[(3S)-2-oxopyrrolidin-3-yl]ethyl]-3-cyclopropyl-propanamide NC=1C(N(C=CC1)[C@H](C(=O)N[C@@H](C[C@H]1C(NCC1)=O)C#N)CC1CC1)=O